ClC1=C(C=CC=C1Cl)SC=1C=2N(C(=NC1)N1CCC3([C@@H](CCO3)N)CC1)C=CN2 (R)-8-(8-((2,3-dichlorophenyl)thio)imidazo[1,2-c]pyrimidin-5-yl)-1-oxa-8-azaspiro[4.5]decan-4-amine